C(C)(C)(C)C=1C=C(CS(=O)(=O)O)C=C(C1O)C(C)(C)C 3,5-di-tert-butyl-4-hydroxybenzylsulfonic acid